2-([1,1'-biphenyl]-4-yl)-2-hydroxy-2-phenylacetic acid C1(=CC=C(C=C1)C(C(=O)O)(C1=CC=CC=C1)O)C1=CC=CC=C1